C1NCC2=C(C=CC=C12)N[C@@H]1CN(CC1)C(C)=O (S)-1-(3-(Isoindolin-4-ylamino)pyrrolidin-1-yl)ethan-1-one